O=C(C(=O)OC)N1[C@@H]([C@@H]2[C@H](C1)CCC2)C(N[C@@H](C[C@H]2C(NCC2)=O)C(COC(F)(F)F)=O)=O methyl 2-oxo-2-((1S,3aR,6aS)-1-(((S)-3-oxo-1-((S)-2-oxopyrrolidin-3-yl)-4-(trifluoromethoxy)butan-2-yl)carbamoyl)-hexahydrocyclopenta[c]-pyrrol-2(1H)-yl)acetate